C12(CC3CC(CC(C1)C3)C2)C(=O)NCCNCCN N'-adamantanecarboxamidoethyl-ethylenediamine